C(C)(C)(C)[C@@]1(N(CCC1)CC(=O)N)C(=O)O.BrC1=C(C=C(C=C1)I)C(F)(F)F 1-bromo-4-iodo-2-(trifluoromethyl)benzene tert-Butyl-(2-amino-2-oxoethyl)-L-prolinate